OC1=CC=C(C=C1)C[C@@H](C(=O)N[C@H](C(=O)N[C@H](C(=O)O)CCC(C)(C)C)[C@H](CC)C)NC(=O)[C@H]1NCCNC1 (S)-2-((2S,3S)-2-((S)-3-(4-Hydroxyphenyl)-2-((S)-piperazine-2-carboxamido)propanamido)-3-methylpentanamido)-5,5-dimethylhexanoic acid